(3S,4R,5R,6S)-1-[(3E)-6-{[2-(3,4-difluorophenyl)-1,3-thiazol-4-yl]methoxy}-3-hexen-1-yl]-3,4,5,6-azepanetetrol FC=1C=C(C=CC1F)C=1SC=C(N1)COCC/C=C/CCN1C[C@@H]([C@H]([C@@H]([C@H](C1)O)O)O)O